NC(C#N)C 2-aminopropanenitrile